2-[[2,2-difluoro-2-(2-pyridyl)acetyl]amino]-4-[2-phenoxyethyl-[4-(5,6,7,8-tetrahydro-1,8-naphthyridin-2-yl)butyl]amino]butanoic acid FC(C(=O)NC(C(=O)O)CCN(CCCCC1=NC=2NCCCC2C=C1)CCOC1=CC=CC=C1)(C1=NC=CC=C1)F